13-bromo-14-hydroxy-4,19-dimethoxy-16,16-dioxo-9-oxa-16λ6-thia-5,17,20-triazatetracyclo[16.3.1.111,15.02,7]tricosa-1(21),2(7),3,5,11,13,15(23),18(22),19-nonaen-10-one BrC=1C=C2C(OCC=3C=NC(=CC3C3=CN=C(C(NS(C(C1O)=C2)(=O)=O)=C3)OC)OC)=O